Methyl 2,4,6-tri-O-acetyl-3-deoxy-3-[4-(3,4,5-trifluorophenyl)-thiazol-2-yl]-α-D-galactopyranoside C(C)(=O)O[C@H]1[C@@H](OC)O[C@@H]([C@@H]([C@@H]1C=1SC=C(N1)C1=CC(=C(C(=C1)F)F)F)OC(C)=O)COC(C)=O